CN1N=CC(=C1[N+](=O)[O-])C(C)N(S(=O)(=O)C)C=1C=NC2=CC(=NC(=C2C1)OC1CCC(CC1)NC1=NC=CC=N1)N1CCOCC1 N-[1-(1-methyl-5-nitro-pyrazol-4-yl)ethyl]-N-[7-morpholino-5-[4-(pyrimidin-2-ylamino)cyclohexoxy]-1,6-naphthyridin-3-yl]methanesulfonamide